[I-].C(C)N(C1=CC=C(C(=O)C2=CC=C(C=C2)[N+](CCCCCCCC)(CC)CC)C=C1)CC 4-(4-(diethylamino)benzoyl)-N,N-diethyl-N-octylphenyl-ammonium iodide